5,6-dihydro-2H-pyran-3-formaldehyde O1CC(=CCC1)C=O